racemic-ketoprofen chloroethyl ester ClCCOC(=O)[C@H](C)C1=CC(C(=O)C2=CC=CC=C2)=CC=C1 |r|